C(OCC)(OC1=CC(=NC2=CC=CC=C12)CCCCCCCCC)=O Ethyl (2-nonylquinolin-4-yl) carbonate